C(C)(C)(C)OC(=O)N[C@H](C)C=1C=C(C=CC1)C(C(=O)OCC)(F)F ethyl (3-{(1R)-1-[(tert-butoxycarbonyl)amino]ethyl}phenyl)(difluoro)acetate